N-(4-(4-(2-isopropoxyethyl)piperazin-1-yl)pyridin-2-yl)-5-(5-methyl-1H-pyrazol-4-yl)thiazolo[5,4-b]pyridin-2-amine C(C)(C)OCCN1CCN(CC1)C1=CC(=NC=C1)NC=1SC2=NC(=CC=C2N1)C=1C=NNC1C